Br.BrCCCN(C)C 3-bromo-N,N-dimethyl-1-propylamine hydrobromide